4-(pyridin-2-yl)-1H-pyrrole-2-carboxylic acid methyl ester COC(=O)C=1NC=C(C1)C1=NC=CC=C1